4-(6-(3,8-diazabicyclo[3.2.1]oct-3-yl)pyridin-3-yl)-6-(2-methylpyridin-4-yl)pyrazolo[1,5-a]pyridine-3-carbonitrile C12CN(CC(CC1)N2)C2=CC=C(C=N2)C=2C=1N(C=C(C2)C2=CC(=NC=C2)C)N=CC1C#N